3-(1-([6-chloro-5-(trifluoromethyl)(2-pyridyl)]amino)-4-methyl-2,5-dioxoazolin-3-yl)-N-methylpropanamide ClC1=C(C=CC(=N1)NN1C(C(=C(C1=O)C)CCC(=O)NC)=O)C(F)(F)F